[Na+].C(C)O[C@H](C(=O)[O-])CC1=CC=C(C=C1)OCCC=1C=C(NC1C1=CC=C(C=C1)SC)C (S)-2-ethoxy-3-(4-(2-(2-methyl-5-(4-(methylthio)phenyl)-1H-pyrrol-4-yl)ethoxy)phenyl)propanoic Acid Sodium Salt